4-(3,3,3-trifluoroprop-1-yn-1-yl)pyridine Nickel [Ni].FC(C#CC1=CC=NC=C1)(F)F